(R)-3-(5-(1-(methyl-d3)-3-((4-(trifluoromethyl)phenyl)amino)-1H-pyrazol-4-yl)-1,3,4-oxadiazol-2-yl)-3-vinylpyrrolidin-2-one C(N1N=C(C(=C1)C1=NN=C(O1)[C@]1(C(NCC1)=O)C=C)NC1=CC=C(C=C1)C(F)(F)F)([2H])([2H])[2H]